1-(7-methoxy-4-(1-methyl-3-phenyl-1H-pyrazol-4-yl)quinazolin-6-yl)ethan-1-one COC1=C(C=C2C(=NC=NC2=C1)C=1C(=NN(C1)C)C1=CC=CC=C1)C(C)=O